C(C)C1=C(C=NC=C1)C1=C2C=C(NC2=C(C(=C1)C1=CCCN(C1)C(CCN1N=NC=C1)=O)F)C(=O)OC methyl 4-(4-ethyl-3-pyridyl)-7-fluoro-6-[1-[3-(triazol-1-yl)propanoyl]-3,6-dihydro-2H-pyridin-5-yl]-1H-indole-2-carboxylate